anthraquinone-2,7-disulphonic acid C1=C(C=CC=2C(C3=CC=C(C=C3C(C12)=O)S(=O)(=O)O)=O)S(=O)(=O)O